(S)-5-amino-3-(7-((5-fluoro-2-methoxybenzamido)methyl)-1H-indazol-4-yl)-1-(1,1,1-trifluoropropan-2-yl)-1H-pyrazole-4-carboxamide NC1=C(C(=NN1[C@H](C(F)(F)F)C)C1=C2C=NNC2=C(C=C1)CNC(C1=C(C=CC(=C1)F)OC)=O)C(=O)N